C(C)C1=C2C(=CC(=CC2=CC=C1F)O)C1=C(C=2N=C(N=C(C2C=N1)N1CC(C1)C1=CC=NC=C1)OC[C@]12CCCN2C[C@@H](C1)F)F 5-ethyl-6-fluoro-4-(8-fluoro-2-(((2R,7aS)-2-fluorohexahydro-1H-pyrrolizin-7a-yl)methoxy)-4-(3-(pyridin-4-yl)azetidin-1-yl)pyrido[4,3-d]pyrimidin-7-yl)naphthalen-2-ol